(tert-butyl-dimethyl-silanyloxy)-2-methyl-benzoic acid methyl ester COC(C1=C(C(=CC=C1)O[Si](C)(C)C(C)(C)C)C)=O